ClC1=C(C=CC(=C1)F)C1=NN2C(NCC(C2)CNC)=C1C=1C=CC(N(N1)C1=C(C=CC=C1)C)=O (-)-6-{2-(2-chloro-4-fluorophenyl)-6-[(methylamino)methyl]-4,5,6,7-tetrahydropyrazolo[1,5-a]pyrimidin-3-yl}-2-(2-methylphenyl)pyridazin-3(2H)-one